(E)-3-(2-(3-acetamidopyrrolidin-1-yl)phenyl)-N-hydroxyacrylamide C(C)(=O)NC1CN(CC1)C1=C(C=CC=C1)/C=C/C(=O)NO